BrC1=CC=C(OCC2COCC(O2)C(=O)O)C=C1 6-((4-bromophenoxy)methyl)-1,4-dioxane-2-carboxylic acid